C(C1=CC=CC=C1)OC(CCC(=C)C)=O Benzyl-4-methylpent-4-enoate